morpholine-4-carboximidoylcyclobutane-1-carbonitrile N1(CCOCC1)C(=N)C1(CCC1)C#N